(3-bromo-4-(4-fluoro-2,6-dimethylphenoxy)phenyl)ethanone BrC=1C=C(C=CC1OC1=C(C=C(C=C1C)F)C)C(C)=O